ethylnaphthol sodium salt [Na].C(C)C1=C(C2=CC=CC=C2C=C1)O